ClC=1C=C2C=CC(=NC2=CC1)C(=O)NCC1CCN(CC1)CC(COC1=CC(=C(C=C1)Cl)F)O 6-chloro-N-((1-(3-(4-chloro-3-fluorophenoxy)-2-hydroxypropyl)piperidin-4-yl)methyl)quinoline-2-carboxamide